N-((S)-1-(((S)-1,1-bis(3,4-dimethoxyphenyl)propan-2-yl)amino)-4-methyl-1-oxopentan-2-yl)-3-hydroxy-4-methoxypicolinamide COC=1C=C(C=CC1OC)C([C@H](C)NC([C@H](CC(C)C)NC(C1=NC=CC(=C1O)OC)=O)=O)C1=CC(=C(C=C1)OC)OC